O1CCC2=C1C(=CC=C2)N2C(SCC2=O)=N 3-(2,3-Dihydrobenzofuran-7-yl)-2-iminothiazolidin-4-one